FC=1C(=NC(=NC1)N[C@@H]1CC[C@H](CC1)C(=O)O)C1=CC(=CC=C1)N1CCOCC1 trans-4-((5-fluoro-4-(3-morpholinophenyl)pyrimidin-2-yl)amino)cyclohexane-1-carboxylic acid